NC1=C(C=CC(=C1N)N)B(O)O 2,3,4-triaminobenzeneboronic acid